3-(4-fluoro-2-(trifluoromethyl)benzoyl)-5,6-dihydroimidazo[1,2-a]pyrazin FC1=CC(=C(C(=O)C2=CN=C3N2CCN=C3)C=C1)C(F)(F)F